CCCCCCCCCCCCC(=O)O[C@H](COC(=O)CCCCCCC/C=C\CCCCCCCCC)COP(=O)(O)OC[C@H](CO)O 1-(9Z-nonadecenoyl)-2-tridecanoyl-glycero-3-phospho-(1'-sn-glycerol)